4-(piperidin-4-yl)-3,4-dihydroquinoxalin-2(1H)-one N1CCC(CC1)N1CC(NC2=CC=CC=C12)=O